(R)-4-((2-cyano-4-fluorophenyl)thio)-6-(5-methyl-1-(1,2,2-trimethylpiperidin-4-yl)-1H-pyrazol-4-yl)pyrazolo[1,5-a]pyridine-3-carbonitrile C(#N)C1=C(C=CC(=C1)F)SC=1C=2N(C=C(C1)C=1C=NN(C1C)[C@H]1CC(N(CC1)C)(C)C)N=CC2C#N